C(C)(=O)N1CCC(CC1)N1N=NC=C1C=1C=C(C=NC1)N1N=C(C=CC1=O)C(=O)N[C@H](C)C1=C(C(=CC=C1)C(F)(F)F)F (R)-1-(5-(1-(1-acetylpiperidin-4-yl)-1H-1,2,3-triazol-5-yl)pyridin-3-yl)-N-(1-(2-fluoro-3-(trifluoromethyl)phenyl)ethyl)-6-oxo-1,6-dihydropyridazine-3-carboxamide